BrC1=C(C=C2C(=NC(=NC2=C1F)OC[C@]12CCCN2C[C@@H](C1)F)N1C[C@H]2C[C@H]([C@@H](C1)C2)O[Si](C)(C)C(C)(C)C)Cl 7-bromo-4-((1R,5R,6R)-6-((tert-butyldimethylsilyl)oxy)-3-azabicyclo[3.2.1]octan-3-yl)-6-chloro-8-fluoro-2-(((2R,7aS)-2-fluorotetrahydro-1H-pyrrolizin-7a(5H)-yl)methoxy)quinazoline